isopropyl 6-(4-((4-(1H-pyrazol-4-yl)phenyl)-amino)-pyrimidin-2-yl)-1H-indole-2-carboxylate N1N=CC(=C1)C1=CC=C(C=C1)NC1=NC(=NC=C1)C1=CC=C2C=C(NC2=C1)C(=O)OC(C)C